(6-(2-chloro-2'-methyl-3'-((2-methylpyrido[3,2-d]pyrimidin-4-yl)amino)-[1,1'-biphenyl]-3-yl)-2-methoxypyridin-3-yl-methyl)azetidine-3-carboxylic acid ClC1=C(C=CC=C1C1=CC=C(C(=N1)OC)CN1CC(C1)C(=O)O)C1=C(C(=CC=C1)NC=1C2=C(N=C(N1)C)C=CC=N2)C